C(=O)(O)C1=C(C=CC=C1)C1=C2C=CC(C(=C3C=CC(=C(C=4C=CC(=C(C5=CC=C1N5)C5=C(C=CC=C5)C(=O)O)N4)C4=C(C=CC=C4)C(=O)O)N3)C3=C(C=CC=C3)C(=O)O)=N2.[Cu] copper tetrakis(carboxyphenyl)porphyrin